C(CC)(=O)O.C(CC)(=O)O.CNC(CN)C methyl propylenediamine dipropionate